3-[(4-chloro-5-fluoro-2-propan-2-ylphenoxy)methyl]-1H-pyridazin-6-one ClC1=CC(=C(OCC2=NNC(C=C2)=O)C=C1F)C(C)C